2-(2H-BENZO[B][1,4]THIAZIN-4(3H)-YL)-N-(5-(PYRIDIN-2-YL)-4H-1,2,4-TRIAZOL-3-YL)ACETAMIDE S1C2=C(N(CC1)CC(=O)NC1=NN=C(N1)C1=NC=CC=C1)C=CC=C2